3-[3-isopropyl-4-(1H-pyrazolo[3,4-b]pyridin-4-yloxy)phenyl]-1-[3-(trifluoromethyl)phenyl]-2,4-imidazolidinedione C(C)(C)C=1C=C(C=CC1OC1=C2C(=NC=C1)NN=C2)N2C(N(CC2=O)C2=CC(=CC=C2)C(F)(F)F)=O